C(C)N[C@H]1C[C@@H](OC[C@@H]1OC)C(=O)N1[C@H](C2=CC=CC=C2CC1)C1=CC=C(C=C1)F ((2R,4S,5R)-4-(ethylamino)-5-methoxytetrahydro-2H-pyran-2-yl)((S)-1-(4-fluorophenyl)-3,4-dihydroisoquinolin-2(1H)-yl)methanone